C1(=CC=C(C=C1)N1C2=CC=CC=C2C=2C=C(C=CC12)C=1C=CC=2N(C3=CC=CC=C3C2C1)C1=CC=CC=C1)C1=CC=CC=C1 9-(biphenyl-4-yl)-9'-phenyl-3,3'-bi-9H-carbazole